C(C1=CC=CC=C1)C1(CN(CC1)S(=O)(=O)C1=CC(=C(C=C1)F)F)C=1C=C2C=NN(C2=CC1C)C=1C=CC(N(C1)C)=O 5-(5-(3-benzyl-1-((3,4-difluorophenyl)sulfonyl)pyrrolidin-3-yl)-6-methyl-1H-indazol-1-yl)-1-methylpyridin-2(1H)-one